C1(CC1)NC(C1=CC(=C(C=C1)C)C=1C=NN(C1)C=1SC(=NN1)C)=O N-cyclopropyl-4-methyl-3-[1-(5-methyl-[1,3,4]thiadiazol-2-yl)-1H-pyrazol-4-yl]-benzamide